3-(dimethylamino)-N,N-dimethylpropionamide CN(CCC(=O)N(C)C)C